C(=O)C=1C=CC2=C(C(=C(O2)C(=O)NC)C)C1 5-formyl-N,3-dimethylbenzofuran-2-carboxamide